NC=1C(=C(C=C2C=C(N=CC12)NC(=O)[C@H]1[C@@H]([C@H]1C)C1=CN=CN1)C=1C=NC=CC1C)F (1R,2R,3R)-N-(8-amino-7-fluoro-6-(4-methylpyridin-3-yl)isoquinolin-3-yl)-2-(1H-imidazol-5-yl)-3-methylcyclopropane-1-carboxamide